ClC=1C(=CC2=C(N(C[C@H](N(S2(=O)=O)C)C2CCCCC2)C2=CC=CC=C2)C1)C1=CC(=C(S1)C(=O)O)C (R)-5-(7-chloro-3-cyclohexyl-2-methyl-1,1-dioxido-5-phenyl-2,3,4,5-tetrahydrobenzo[f][1,2,5]thiadiazepin-8-yl)-3-methylthiophene-2-carboxylic acid